(R)-(7-(Difluoromethyl)-1H-imidazo[4,5-b]pyridin-2-yl)(5-methyl-7,8-dihydro-1,6-naphthyridin-6(5H)-yl)methanone FC(C1=C2C(=NC=C1)N=C(N2)C(=O)N2[C@@H](C=1C=CC=NC1CC2)C)F